methyl 4-methanesulfonyl-1H-indole-2-carboxylate CS(=O)(=O)C1=C2C=C(NC2=CC=C1)C(=O)OC